(R)-p-mentha-1,8-dien C1(=CC[C@@H](CC1)C(=C)C)C